8-[(1R)-1-Aminoethyl]-2-(2-fluorophenyl)-3,6-dimethyl-chromen-4-one N[C@H](C)C=1C=C(C=C2C(C(=C(OC12)C1=C(C=CC=C1)F)C)=O)C